FC1=C2C(CCOC2=C(C=C1)S(=O)(=O)N[C@@H]([C@H](C)C1=C(C(=CC=C1F)C)C)C=1OC(NN1)=O)=O 5-fluoro-N-((1S,2R)-2-(6-fluoro-2,3-dimethylphenyl)-1-(5-oxo-4,5-dihydro-1,3,4-oxadiazol-2-yl)propyl)-4-oxochroman-8-sulfonamide